1-(6,7-dimethoxyquinolin-4-yl)piperidine-4-carboxylic acid COC=1C=C2C(=CC=NC2=CC1OC)N1CCC(CC1)C(=O)O